1,4-bis(chloromethyl)-2,5-dimethylbenzene ClCC1=C(C=C(C(=C1)C)CCl)C